Cl.N1CCC2(CC1)CC=1C(=NC=CC1)C2=O spiro[5H-cyclopenta[b]pyridine-6,4'-piperidine]-7-one hydrochloride